ethyl-1-(cyclopropylmethyl)-4-hydroxy-5-oxo-2,5-dihydro-1H-pyrrole C(C)C1N(C(C(=C1)O)=O)CC1CC1